[N+](=O)([O-])C=1C=C(C=CC1)C1=CC=C(O1)C=C1C(C2=CC=CC=C2C1=O)=O 2-[[5-(3-Nitrophenyl)-2-furanyl]methylene]-1H-indene-1,3(2H)-dione